N(=C=O)CCC=C 4-isocyanato-1-butene